N1CC(C1)CC=CC1=NOC(=C1)C(F)(F)F 3-[3-(Azetidin-3-yl)prop-1-en-1-yl]-5-(trifluoromethyl)-1,2-oxazol